(9,9-dimethyl-9H-fluoren-4-yl)-(9,9-dimethyl-9H-fluoren-2-yl)amine CC1(C2=CC=CC=C2C=2C(=CC=CC12)NC1=CC=2C(C3=CC=CC=C3C2C=C1)(C)C)C